CN1N=CC(=C1)C#CC1=CC=C2C=3C(=C(N(C(C13)=O)C1=CC=CC=C1)[C@@H](C)NC(=O)C=1C(=NN3C1N=CC=C3)NS(N)(=O)=O)CCCC2 (R)-N-(1-(4-((1-methyl-1H-pyrazol-4-yl)ethynyl)-3-oxo-2-phenyl-2,3,7,8,9,10-hexahydrocyclohepta[de]isoquinolin-1-yl)ethyl)-2-(sulfamoylamino)pyrazolo[1,5-a]pyrimidine-3-carboxamide